COC1=CC=C(C=C1)C(O[C@H]1C[C@@H](O[C@@H]1CO[Si](C)(C)C(C)(C)C)N1C=2N=C(NC(C2N=C1)=O)NC(C(C)C)=O)(C1=CC=CC=C1)C1=CC=C(C=C1)OC N-(9-((2R,4S,5R)-4-(bis(4-methoxyphenyl)(phenyl)methoxy)-5-(((tert-butyldimethylsilyl)oxy)methyl)tetrahydrofuran-2-yl)-6-oxo-6,9-dihydro-1H-purin-2-yl)isobutyramide